1-(4-(Benzo[d][1,3]dioxol-5-yl)-3-(2H-tetrazol-5-yl)phenyl)-3-((cis)-4-(tert-butyl)cyclohexyl)urea O1COC2=C1C=CC(=C2)C2=C(C=C(C=C2)NC(=O)N[C@@H]2CC[C@@H](CC2)C(C)(C)C)C=2N=NNN2